C(CCCCCCCCCCC(=O)O)(=O)O dodecanediic acid